N-[(4S)-7-chloro-6-(2,6-difluorophenyl)-4-methyl-8-(trifluoromethyl)-4H-[1,2,4]triazolo[1,5-a][1,4]benzodiazepin-2-yl]-1,1-dioxo-1,4-thiazinane-4-carboxamide ClC1=C(C=CC2=C1C(=N[C@H](C=1N2N=C(N1)NC(=O)N1CCS(CC1)(=O)=O)C)C1=C(C=CC=C1F)F)C(F)(F)F